4-(4-(6-(hydroxymethyl)imidazo[1,2-b]pyridazin-7-yl)phenyl)piperazine-1-carboxylic acid tert-butyl ester C(C)(C)(C)OC(=O)N1CCN(CC1)C1=CC=C(C=C1)C1=CC=2N(N=C1CO)C=CN2